C(C1=CC=CC=C1)SC1=CN=C(S1)CN(C)C 1-(5-(benzylthio)thiazol-2-yl)-N,N-dimethylmethylamine